(1S,3R,4S,5R)-3-((5-chloro-4-(2-(1-(difluoromethyl)cyclopropyl)-4-fluoro-1-isopropyl-1H-benzo[d]imidazol-6-yl)pyrimidin-2-yl)amino)-6,8-dioxabicyclo[3.2.1]octan-4-ol ClC=1C(=NC(=NC1)N[C@@H]1C[C@H]2CO[C@@H]([C@H]1O)O2)C=2C=C(C1=C(N(C(=N1)C1(CC1)C(F)F)C(C)C)C2)F